1-methoxy acetate C(C)(=O)OOC